2-[3-(6-methyl-2-pyridyl)-1H-pyrazol-4-yl]-7-(7-pyrrolidin-3-yl-6,8-dihydro-5H-imidazo[1,2-a]pyrazin-2-yl)-1,5-naphthyridine CC1=CC=CC(=N1)C1=NNC=C1C1=NC2=CC(=CN=C2C=C1)C=1N=C2N(CCN(C2)C2CNCC2)C1